5-(2-(pyrrolidin-1-yl)ethyl)benzonitrile N1(CCCC1)CCC=1C=CC=C(C#N)C1